C(C=C)C1=C[C@H](N(C1)C(=O)OC(C)(C)C)C(=O)OC 1-(tert-butyl) 2-methyl (S)-4-allyl-2,5-dihydro-1H-pyrrole-1,2-dicarboxylate